ClC=1C=C(C=CC1F)NC(N(C(C)C1=NN(C(C2=CC(=C(C=C12)F)F)=O)C)CCS(=O)(=O)NC(NC1=CC(=C(C=C1)F)Cl)=O)=O 2-(3-(3-chloro-4-fluorophenyl)-1-(1-(6,7-difluoro-3-methyl-4-oxo-3,4-dihydrophthalazin-1-yl)ethyl)ureido)-N-((3-chloro-4-fluorophenyl)carbamoyl)ethane-1-sulfonamide